ClC=1C=CC2=C(N=C(O2)N2CCC(CC2)CNC(CC2CN(C2)S(=O)(=O)C)=O)C1 N-[[1-(5-chloro-1,3-benzoxazol-2-yl)-4-piperidyl]methyl]-2-(1-methylsulfonylazetidin-3-yl)acetamide